3,4-dichlorophenol ClC=1C=C(C=CC1Cl)O